3-Thiocyanatopropyl-trimethoxysilane S(C#N)CCC[Si](OC)(OC)OC